N-(2,6-dichlorobenzoyl)-N'-(3-chloro-4-methylsulfonylphenyl)urea ClC1=C(C(=O)NC(=O)NC2=CC(=C(C=C2)S(=O)(=O)C)Cl)C(=CC=C1)Cl